2,5-dihydroxy-1,4-dimethylaminobenzene OC1=C(C=C(C(=C1)NC)O)NC